6-Chloro-3-[(1R)-1-[3,6-dimethyl-2-(2-methylbenzotriazol-5-yl)-4-oxo-chromen-8-yl]ethoxy]pyridine-2-carboxamide ClC1=CC=C(C(=N1)C(=O)N)O[C@H](C)C=1C=C(C=C2C(C(=C(OC12)C1=CC=2C(=NN(N2)C)C=C1)C)=O)C